tert-butyl N-[(1S)-2-amino-1-[[(3R)-5,5-dimethyl-2-oxo-pyrrolidin-3-yl]methyl]-2-oxo-ethyl]carbamate NC([C@H](C[C@H]1C(NC(C1)(C)C)=O)NC(OC(C)(C)C)=O)=O